(S)-2-(4-(6-((4-chloro-2-fluorobenzyl)oxy)pyridin-2-yl)-3-fluorophenoxy)-1-(oxetan-2-ylmethyl)-1H-benzo[d]imidazole-6-carboxylic acid ClC1=CC(=C(COC2=CC=CC(=N2)C2=C(C=C(OC3=NC4=C(N3C[C@H]3OCC3)C=C(C=C4)C(=O)O)C=C2)F)C=C1)F